F/C=C/C(=O)N (E)-beta-fluoroacrylamide